BrC1=CC=C2C(=NC(=NC2=C1F)Cl)N1CC=2N(CCC1)N=C(C2C)C(=O)N(C)C 5-(7-bromo-2-chloro-8-fluoroquinazolin-4-yl)-N,N,3-trimethyl-5,6,7,8-tetrahydro-4H-pyrazolo[1,5-a][1,4]diazepine-2-carboxamide